6-(2,8-dimethylimidazo[1,2-b]pyridazin-6-yl)-2-(4-azaspiro[2.5]octan-7-yl)isoquinolin-1(2H)-one CC=1N=C2N(N=C(C=C2C)C=2C=C3C=CN(C(C3=CC2)=O)C2CCNC3(CC3)C2)C1